C1=CC(=CC=C1CBr)CBr 1,4-dibenzyl bromide